N-(2-hydroxyethyl)cyclohexanecarboxamide C1CCC(CC1)C(=O)NCCO